ClC1=C(C2=C(N=N1)N(C=C2)[Si](C(C)C)(C(C)C)C(C)C)C(=O)OCC ethyl 3-chloro-7-(triisopropylsilyl)-7H-pyrrolo[2,3-c]pyridazine-4-carboxylate